NC1=C(C=CC=C1)C1=CC(=CC=C1)[Pd+] (2'-amino-1,1'-biphenyl-3-yl)palladium(II)